3-fluoro-5-tert-butylsalicylaldehyde FC1=C(C(C=O)=CC(=C1)C(C)(C)C)O